C1=C(C=CC2=CC=CC=C12)N1N=C(C=C1N)C1=CC=CC=C1 1-(naphthalen-2-yl)-3-phenyl-1H-pyrazol-5-amine